COC1=NC=C(C=C1C(=O)N)NC(C(=O)N1[C@H](CC[C@@H](C1)C)C=1C=C2CCC(NC2=CC1)=O)=O 2-Methoxy-5-[[2-[(2R,5S)-5-methyl-2-(2-oxo-3,4-dihydro-1H-quinolin-6-yl)-1-piperidyl]-2-oxo-acetyl]amino]pyridine-3-carboxamide